BrC1=CC(=C(C=C1F)NC1=CC(=NC=C1C(=O)NOCC)NC1=NC(=NC(=C1)C)C)N(S(=O)(=O)C)C 4-((4-bromo-5-fluoro-2-(N-methylmethanesulfonamido)phenyl)amino)-6-((2,6-dimethylpyrimidin-4-yl)amino)-N-ethoxynicotinamide